COC1=CC=C(CNC(=O)NC2CC3(C2)CC(C3)OCC=3C=NC=CC3)C=C1 1-(4-methoxybenzyl)-3-(6-(pyridin-3-ylmethoxy)spiro[3.3]heptan-2-yl)urea